1-isocyanatomethyl-3-isocyanato-3,5,5-trimethylcyclohexane N(=C=O)CC1CC(CC(C1)(C)C)(C)N=C=O